1,5-dibromo-2-nitrobenzene BrC1=C(C=CC(=C1)Br)[N+](=O)[O-]